Cl.ClC1=CC(=C(C=C1)C1=NN2C([C@H](NCC2)C)=C1C1=CC=NC=C1)F |r| (RS)-2-(4-chloro-2-fluorophenyl)-4-methyl-3-(pyridin-4-yl)-4,5,6,7-tetrahydropyrazolo[1,5-a]pyrazine hydrogen chloride